C(#N)C1(C(C1)C)NS(=O)(=O)C1=CC(=C2C=NN(C2=C1)CC1=CC=C(C=C1)OC)N1CCN(CC1)C(C(C)C)=O N-(1-cyano-2-methylcyclopropyl)-1-[(4-methoxyphenyl)methyl]-4-[4-(2-methylpropanoyl)piperazin-1-yl]indazole-6-sulfonamide